N-(1'-(6-(4-(2-hydroxyethyl)piperazin-1-yl)-4-methylpyridin-2-yl)-1',2'-dihydrospiro[cyclopropane-1,3'-pyrrolo[3,2-c]pyridin]-6'-yl)acetamide OCCN1CCN(CC1)C1=CC(=CC(=N1)N1CC2(C=3C=NC(=CC31)NC(C)=O)CC2)C